5-chloro-1,3-dioxin-4-one ClC=1C(OCOC1)=O